(S)-1-(2-((S)-1-phenylethylamino)pyrimidin-4-yl)-N-(pyridin-3-yl)pyrrolidine-2-carboxamide C1(=CC=CC=C1)[C@H](C)NC1=NC=CC(=N1)N1[C@@H](CCC1)C(=O)NC=1C=NC=CC1